NC=1NC(C=2N=CN(C2N1)CCOCP(OCCSCCCCCCCCCCCCCCCCCCC(F)(F)F)(O)=O)=O 2-((19,19,19-trifluorononadecyl)thio)ethyl hydrogen ((2-(2-amino-6-oxo-1,6-dihydro-9H-purin-9-yl)ethoxy)methyl)phosphonate